2-[3-(2-methoxyethoxy)pyridin-4-yl]-3-[(2-methoxyphenyl)amino]-1,5,6,7-tetrahydro-4H-pyrrolo[3,2-c]pyridin-4-one COCCOC=1C=NC=CC1C1=C(C=2C(NCCC2N1)=O)NC1=C(C=CC=C1)OC